C[SiH](Cl)Cl methyl-dichlorosilane